2,2-Dimethylpropyl (4E)-4-[3-(3-chlorophenyl)prop-2-yn-1-ylidene]-3,3-dimethylpiperidine-1-carboxylate ClC=1C=C(C=CC1)C#C\C=C/1\C(CN(CC1)C(=O)OCC(C)(C)C)(C)C